N-((1R,5S,6s)-3-oxabicyclo[3.1.0]hexan-6-yl)-5-(3-(2,2-difluoroethyl)-2-methyl-3H-imidazo[4,5-b]pyridin-5-yl)pyrrolo[2,1-f][1,2,4]triazin-2-amine [C@H]12COC[C@@H]2C1NC1=NN2C(C=N1)=C(C=C2)C2=CC=C1C(=N2)N(C(=N1)C)CC(F)F